FC(C=1C=CC=2N(N1)C(=CN2)C2=NC=NC(=C2)N2C(C(CCC2)CNS(N)(=O)=O)C)F 6-(difluoromethyl)-3-[6-[2-methyl-3-[(sulfamoylamino)methyl]-1-piperidinyl]pyrimidin-4-yl]imidazo[1,2-b]pyridazine